C12(CC(C1)C2)NC2=NC(=NC=C2)NC2=C(C=C(C(=C2)[N+](=O)[O-])N(C)CCN(C)C)OC N4-(bicyclo[1.1.1]pentan-1-yl)-N2-(4-((2-(dimethylamino)ethyl)(methyl)-amino)-2-methoxy-5-nitrophenyl)pyrimidine-2,4-diamine